NC1=NN2C(N=CC(=C2)F)=C1C(=O)NC=1C=NC=CC1C1=CC=C(C=C1)S(=O)(=O)C 2-amino-6-fluoro-N-(4-(4-(methylsulfonyl)phenyl)pyridin-3-yl)pyrazolo[1,5-a]pyrimidine-3-carboxamide